1-[4-(2,3-dimethylphenyl)piperazin-1-yl]-2-{3-[(3R,4R)-4-hydroxy-3-methylpiperidin-1-carbonyl]-5,6-dihydrocyclopenta[c]pyrazol-1(4H)-yl}ethan-1-one CC1=C(C=CC=C1C)N1CCN(CC1)C(CN1N=C(C2=C1CCC2)C(=O)N2C[C@H]([C@@H](CC2)O)C)=O